CN1N=NC(=C1)C=1C=CC(=NC1)C(=O)N([C@H]1CNCCC1)C1=NC=CC2=C1C(=CS2)C (R)-5-(1-methyl-1H-1,2,3-triazol-4-yl)-N-(3-methylthieno[3,2-c]pyridin-4-yl)-N-(piperidin-3-yl)picolinamide